FC(C(C(C(C(C(C(C(C(C(C(C(C(C(C(C(F)(F)F)(F)F)(F)F)(F)F)(F)F)(F)F)(F)F)(F)F)(F)F)(F)F)(F)F)(F)F)(F)F)(F)F)(F)F)(S(=O)(=O)[O-])F.[Na+].C[C@H]1CN(C[C@@H](O1)C=1C=NOC1C)C1=NC(=NC=C1)C1=CN=C2N1C=C(C=C2)C(F)(F)F (2S,6S)-2-methyl-6-(5-methylisoxazol-4-yl)-4-(2-(6-(trifluoromethyl)imidazo[1,2-a]pyridin-3-yl)pyrimidin-4-yl)morpholine sodium perfluoro-1-hexadecanesulfonate